6-(3,5-dimethylpyrazol-1-yl)-2-[1-[2-(1-methylindol-3-yl)acetyl]piperidin-4-yl]pyridazin-3-one CC1=NN(C(=C1)C)C=1C=CC(N(N1)C1CCN(CC1)C(CC1=CN(C2=CC=CC=C12)C)=O)=O